N-methyl-7-(trifluoromethyl)-N-(4-(trifluoromethyl)phenyl)-1H-benzo[d]imidazol-2-amine CN(C1=NC2=C(N1)C(=CC=C2)C(F)(F)F)C2=CC=C(C=C2)C(F)(F)F